BrC1=CC=C(C=C1)C=1N=C2N(C=CC=C2)C1CN1CC2C(C1)CN(C2)C(=O)NC(C)C2=CC=CC=C2 Rac-5-{[2-(4-bromophenyl)imidazo[1,2-a]pyridin-3-yl]methyl}-N-(1-phenylethyl)hexahydropyrrolo[3,4-c]pyrrole-2(1H)-carboxamide